o-azido-L-phenylalanine N(=[N+]=[N-])C1=C(C[C@H](N)C(=O)O)C=CC=C1